ClC1=CC=C(OC=2C=C(C(=C(C2)C(CCC(=O)O)=O)O)C#N)C=C1 4-[5-(4-Chloro-phenoxy)-3-cyano-2-hydroxy-phenyl]-4-oxo-butyric acid